2,6-dioxabenzoic acid C(C1OCC=CO1)(=O)O